diisopropyl-2-cyanoethylphosphoramidite C(C)(C)C(CNP([O-])[O-])(C#N)C(C)C